5-((5-benzhydryl-2,5-diazabicyclo[2.2.2]oct-2-yl)methyl)-2-(2,4-dioxotetrahydropyrimidin-1(2H)-yl)isoindoline-1,3-dione C(C1=CC=CC=C1)(C1=CC=CC=C1)N1C2CN(C(C1)CC2)CC=2C=C1C(N(C(C1=CC2)=O)N2C(NC(CC2)=O)=O)=O